C(C)C1=CNC2=NC=C(C=C21)C=2C=C(C=CC2CO)N2C(CN(CC2)C(=O)OC(C)(C)C)=O tert-butyl 4-(3-(3-ethyl-1H-pyrrolo[2,3-b]pyridin-5-yl)-4-(hydroxymethyl) phenyl)-3-oxopiperazine-1-carboxylate